COC1=CC=C(C=C1)[C@@H](C)N=[S@@](=O)(N[C@@H](C)C1=CC=NN1C)C1=CC=C(C=C1)OC1=CC=NC2=CC(=CC=C12)OC (R)-N'-((R)-1-(4-methoxyphenyl)ethyl)-4-((7-methoxyquinolin-4-yl)oxy)-N-((S)-1-(1-methyl-1H-pyrazol-5-yl)ethyl)benzenesulfonimidamide